F[C@H]1CC=2N(C=NC2CC(=O)[O-])C1 2-((S)-6-fluoro-6,7-dihydro-5H-pyrrolo[1,2-c]imidazol-1-yl)acetate